BrC1=CC=C(C=C1)N1CCN(CC1)C(=O)C1(CC1)C(F)(F)F [4-(4-bromophenyl)piperazin-1-yl][1-(trifluoromethyl)cyclopropyl]methanone